FC(C=1C=CC=2N(N1)C(=CN2)C2=CC(=NC=N2)N2C[C@H](NC(C2)=O)CNS(=O)(=O)C)F (S)-N-((4-(6-(6-(difluoromethyl)imidazo[1,2-b]pyridazin-3-yl)pyrimidin-4-yl)-6-oxopiperazin-2-yl)methyl)methanesulfonamide